C(C)(=O)OC1[C@](C(COC(C)=O)=O)([C@]2(CC([C@@]3([C@]4(C=CC(C=C4CC[C@H]3[C@@H]2C1)=O)C)F)O)C)O 16,21-bis(acetyloxy)-9-fluoro-11,17-dihydroxypregna-1,4-diene-3,20-dione